Icosanedioic acid dihydrazide C(CCCCCCCCCCCCCCCCCCC(=O)NN)(=O)NN